4-[(3-BROMOTHIOPHEN-2-YL)METHOXY]-3-CHLORO-5-METHOXYBENZALDEHYDE BrC1=C(SC=C1)COC1=C(C=C(C=O)C=C1OC)Cl